ClC1=C(N(C)C)C=CC(=C1)N=C=S 2-chloro-4-isothiocyanato-N,N-dimethylaniline